4,4-bis(2-sulfostyryl)-1,1-biphenyl S(=O)(=O)(O)C1=C(C=CC2(CC=C(C=C2)C2=CC=CC=C2)C=CC2=C(C=CC=C2)S(=O)(=O)O)C=CC=C1